C1(CCCC1)OC1=C(C(C=CC=C1)=O)O 3-(cyclopentyloxy)-2-hydroxycyclohepta-2,4,6-trien-1-one